C(#N)CN1C=C(C=C1C1=NC=CC=C1)C(=O)O 1-(cyanomethyl)-5-(pyridin-2-yl)-1H-pyrrole-3-carboxylic acid